Cl.COC(\C=C/[C@@H](COCC1=CC=CC=C1)N)=O (2Z,4S)-4-amino-5-(benzyloxy)pent-2-enoic acid methyl ester hydrochloride